N-(2-pyridinylmethyl)-N'-[2-[bis-[(2-methoxy)phenylmethyl]amino]ethyl]-N'-(5,6,7,8-tetrahydro-8-quinolinyl)-1,4-benzenedimethanamine N1=C(C=CC=C1)CNCC1=CC=C(C=C1)CN(C1CCCC=2C=CC=NC12)CCN(CC1=C(C=CC=C1)OC)CC1=C(C=CC=C1)OC